O=C(CC(=O)OC)C1(CC1)C1=CC=CC=C1 methyl 3-oxo-3-(1-phenylcyclopropyl)propanoate